furyl-serine O1C(=CC=C1)N[C@@H](CO)C(=O)O